C(C1CO1)OC(C(=C)C)=O.C(C=C)(=O)OCCC propyl acrylate glycidyl-methacrylate